3-(3-(3-aminoprop-1-yn-1-yl)phenyl)prop-2-yn NCC#CC=1C=C(C=CC1)C#CC